Cl.F[C@@H]1[C@H]2CC[C@@H](C[C@@H]1NC(OCC1=CC=CC=C1)=O)N2 benzyl N-[(1R,2R,3S,5S)-2-fluoro-8-azabicyclo[3.2.1]octan-3-yl]carbamate, hydrochloride salt